o-iodophenyl vinyl ether C(=C)OC1=C(C=CC=C1)I